1-(8-fluoro-7-(7-fluoro-8-((triisopropylsilyl)ethynyl)naphthalen-1-yl)-2-((tetrahydro-1H-pyrrolizin-7a(5H)-yl)methoxy)pyrido[4,3-d]pyrimidin-4-yl)piperidin-4-ol FC1=C(N=CC2=C1N=C(N=C2N2CCC(CC2)O)OCC21CCCN1CCC2)C2=CC=CC1=CC=C(C(=C21)C#C[Si](C(C)C)(C(C)C)C(C)C)F